3-(2,6-dichlorophenyl)-5-(1-fluorocyclopropyl)-1,2-oxazole-4-carboxylic acid ClC1=C(C(=CC=C1)Cl)C1=NOC(=C1C(=O)O)C1(CC1)F